9-([1,1'-Biphenyl]-3-yl)-1-bromo-3,6-bis(methyl-d3)-9H-carbazole C1(=CC(=CC=C1)N1C2=CC=C(C=C2C=2C=C(C=C(C12)Br)C([2H])([2H])[2H])C([2H])([2H])[2H])C1=CC=CC=C1